IC=1C=C(C[C@H](N)C(=O)O)C=C(C1OC1=CC(=C(C=C1)O)I)I.[Na] sodium 3,3',5-triiodo-L-thyronine